C(C)(C)(C)OC(=O)N1[C@H](CCC1)COC1=NC(=CC=C1N)Cl (R)-2-(((3-amino-6-chloropyridin-2-yl)oxy)methyl)pyrrolidine-1-carboxylic acid tert-butyl ester